2-(4-fluorophenyl)-5-methoxy-1,9-dihydrochromeno[2,3-d]imidazole FC1=CC=C(C=C1)C=1NC2=C(N1)OC=1C(=CC=CC1C2)OC